2-(4-fluoro-3-methylphenyl)-3,4-diphenyl-2,3-dihydrooxazole FC1=C(C=C(C=C1)C1OC=C(N1C1=CC=CC=C1)C1=CC=CC=C1)C